P(=O)(OCC(C)Cl)(OCC(C)Cl)[O-] bis-(2-chloropropyl) phosphate